BrC1=CC=C2C(=N1)N(C=C2C(=O)C2COC1=CC=C(C=C1C2)F)CCCS(=O)(=O)OCC=2C(=NC=C(C2)Cl)C2=C(N=CS2)Cl (5-chloro-2-(4-chlorothiazol-5-yl)pyridin-3-yl)methanol 2-(6-bromo-3-(6-fluorochromane-3-carbonyl)-1H-pyrrolo[2,3-b]pyridin-1-yl)ethyl-methanesulfonate